tert-Butyl 5-acetamido-3-(2-(1,1-difluoroethyl)-6-methylpyrimidin-4-yl)-1H-pyrrolo[2,3-c]pyridine-1-carboxylate C(C)(=O)NC=1C=C2C(=CN1)N(C=C2C2=NC(=NC(=C2)C)C(C)(F)F)C(=O)OC(C)(C)C